ClC=1N=C(C(=NC1CCC(F)(F)F)N1CCC(CC1)C(=O)OCC)I Ethyl 1-(5-chloro-3-iodo-6-(3,3,3-trifluoropropyl)pyrazin-2-yl)piperidine-4-carboxylate